ClC=1C=C(C=CC1)N[C@H](CC(C)C)C(=O)N1[C@@H]2CC([C@H]([C@@H]1C(=O)N[C@H](/C=C(\C(=O)OCC)/F)C[C@H]1C(NCC1)=O)CC2)(F)F ethyl (S,E)-4-((1S,3R,4S)-2-((3-chlorophenyl)-D-leucyl)-5,5-difluoro-2-azabicyclo[2.2.2]octane-3-carboxamido)-2-fluoro-5-((S)-2-oxopyrrolidin-3-yl)pent-2-enoate